CC1=C(C2=C(N=N1)SC1=C2N=CN=C1NCC=1C=NC(=CC1)C(F)(F)F)C 3,4-dimethyl-N-[[6-(trifluoromethyl)-3-pyridinyl]methyl]pyrimido[4',5':4,5]thieno[2,3-c]pyridazin-8-amine